O1CCN(CC1)CCNC(=O)C=1NC=C(C1)[N+](=O)[O-] N-(2-morpholinoethyl)-4-nitro-1H-pyrrole-2-carboxamide